Dammara-20,24-dien-3beta-ol CC(=CCCC(=C)C1CC[C@@]2([C@@H]1CC[C@H]3[C@]2(CC[C@@H]4[C@@]3(CC[C@@H](C4(C)C)O)C)C)C)C